NCCC1=CC=C(C=C1)C1=C(C=C(C#N)C=C1)OC=1N(N=C(C1C(C)C)CC(C)C)C 4-[4-(2-aminoethyl)phenyl]-3-[2-methyl-5-(2-methylpropyl)-4-propan-2-ylpyrazol-3-yl]oxybenzonitrile